3-((3-((4-(4-((1R,2S)-6-hydroxy-2-phenyl-1,2,3,4-tetrahydronaphthalen-1-yl)phenyl)piperazin-1-yl)methyl)phenyl)amino)piperidine-2,6-dione OC=1C=C2CC[C@@H]([C@@H](C2=CC1)C1=CC=C(C=C1)N1CCN(CC1)CC=1C=C(C=CC1)NC1C(NC(CC1)=O)=O)C1=CC=CC=C1